(2-(4-(2-(3,4-Dimethoxyphenyl)-3-isopropyl-1H-indol-5-yl)piperidin-1-yl)-2-oxoethyl)carbamic acid tert-butyl ester C(C)(C)(C)OC(NCC(=O)N1CCC(CC1)C=1C=C2C(=C(NC2=CC1)C1=CC(=C(C=C1)OC)OC)C(C)C)=O